C(OC(C)(C)C(C)(C)C)(OOO)=O t-butylisopropyl peroxyl carbonate